ClC1=NC(=NC(=C1N)Cl)SCCC 4,6-dichloro-2-(propylsulfanyl)-5-aminopyrimidine